C(C)(C)C=1SC(=C(N1)C1=CC=CC=C1)OC1=CC(=NC=C1)NC1=CC(=NC=C1)CC(C)O (4-((4-((2-isopropyl-4-phenylthiazol-5-yl)oxy)pyridin-2-yl)amino)pyridin-2-yl)propan-2-ol